(E)-3-(2,2-difluorobenzo[d][1,3]dioxol-5-yl)-1-(4-(tetrahydro-2H-pyran-4-yl)piperazin-1-yl)prop-2-en-1-one FC1(OC2=C(O1)C=CC(=C2)/C=C/C(=O)N2CCN(CC2)C2CCOCC2)F